FC(C=1C=C(C=CC1)CN1CCC(CC1)NC(C=C)=O)(F)F N-[1-[[3-(trifluoromethyl)phenyl]methyl]-4-piperidyl]prop-2-enamide